4-acetyl-N-(5-((2-methyl-5-((4-(trifluoromethyl)pyridin-2-yl)carbamoyl)phenyl)ethynyl)thiazol-2-yl)piperazine-1-carboxamide C(C)(=O)N1CCN(CC1)C(=O)NC=1SC(=CN1)C#CC1=C(C=CC(=C1)C(NC1=NC=CC(=C1)C(F)(F)F)=O)C